[Na+].C(C1=CC=CC=C1)(=O)[O-] Benzoic acid sodium salt